OC[C@H](C1=CC=CC=C1)NC1=NC(=NC=C1C=1OC=NN1)NC1=CC2=C(C=N1)C(C(O2)(C)C)=O (S)-6-(4-(2-hydroxy-1-phenylethylamino)-5-(1,3,4-oxadiazol-2-yl)pyrimidin-2-ylamino)-2,2-dimethylfuro[3,2-c]pyridin-3(2H)-one